(R)-2-methyl-4-(5-(trifluoromethyl)pyrimidin-2-yl)piperazine-1-carboxylic acid tert-butyl ester C(C)(C)(C)OC(=O)N1[C@@H](CN(CC1)C1=NC=C(C=N1)C(F)(F)F)C